furyloxysulfoxonium O1C(=CC=C1)O[SH2+]=O